FC1=CSC(=C1)C=1C=CC2=C(N(C(O2)=O)C)C1 3-fluoro-5-(3-methyl-2-oxo-2,3-dihydrobenzo[d]oxazol-5-yl)thiophene